N1(CCC1)C(=O)C1=CC=C(C=C1)C=1C=NC(=NC1)NC1=CC2=C(OC[C@H]3N2C(CC3)=O)N=C1 (S)-2-((5-(4-(azetidine-1-carbonyl)phenyl)-pyrimidin-2-yl)-amino)-6,6a,7,8-tetra-hydro-9H-pyrido[2,3-b]pyrrolo[1,2-d][1,4]-oxazin-9-one